tert-butyl 2-((7-bromo-2-((1s,4s)-4-(3-methoxy-4-methylphenylcarbamoyl)cyclohexyl)-3-oxoisoindolin-5-ylamino)methyl)pyrrolidine-1-carboxylate BrC=1C=C(C=C2C(N(CC12)C1CCC(CC1)C(NC1=CC(=C(C=C1)C)OC)=O)=O)NCC1N(CCC1)C(=O)OC(C)(C)C